4-chloro-2-((2,2,2-trifluoroethyl)amino)pyridine 1-oxide ClC1=CC(=[N+](C=C1)[O-])NCC(F)(F)F